C(C)(C)(C)OC1CCNCC1 4-(tert-butoxy)piperidine